{(6,6'-bis(naphthalen-1-yl)[1,1'-binaphthalene]-2,2'-diyl)bis(oxy-2,1-phenylene)}dimethanol C1(=CC=CC2=CC=CC=C12)C=1C=C2C=CC(=C(C2=CC1)C1=C(C=CC2=CC(=CC=C12)C1=CC=CC2=CC=CC=C12)OC1=C(C=CC=C1)CO)OC1=C(C=CC=C1)CO